FC(C(C1=CC(=C(C(=C1)C(C)C)O)N)C1=CC(=C(C(=C1)C(C)C)O)N)(F)F 1,1,1-trifluoro-2,2-bis(3-amino-5-isopropyl-4-hydroxyphenyl)ethane